NC1=NC=CC2=C1N(C(N2[C@H]2CNCCC2)=O)C2=CC=C(C=C2)OC2=CC=CC=C2 4-amino-3-(4-phenoxyphenyl)-1-[(3R)-piperidin-3-yl]-1H,2H,3H-imidazo[4,5-c]pyridin-2-one